(2R)-1-[4-[[tert-butyl(diphenyl)silyl]oxymethyl]cyclohexoxy]-N-[(4-methoxyphenyl)methyl]propan-2-amine [Si](C1=CC=CC=C1)(C1=CC=CC=C1)(C(C)(C)C)OCC1CCC(CC1)OC[C@@H](C)NCC1=CC=C(C=C1)OC